(S)-N-(7-(3-Hydroxy-3-methylbut-1-yn-1-yl)-5-methyl-4-oxo-2,3,4,5-tetrahydrobenzo[b][1,4]oxazepin-3-yl)-4-(pyridazin-3-ylmethyl)-1H-pyrazole-1-carboxamide OC(C#CC1=CC2=C(OC[C@@H](C(N2C)=O)NC(=O)N2N=CC(=C2)CC=2N=NC=CC2)C=C1)(C)C